NCC1=C2C(=NC(=C1)C(=O)NC1=CC(=CC=C1)C1(CC(C1)CC#N)C1=NN=CN1C)C(CN2)(C)C 7-(aminomethyl)-3,3-dimethyl-N-{3-[(1s,3s)-3-(cyanomethyl)-1-(4-methyl-1,2,4-triazol-3-yl)cyclobutyl]phenyl}-1H,2H-pyrrolo[3,2-b]pyridine-5-carboxamide